INC1=CC=C(C=C1)C1=CC=CC=C1 (14R)-4-iodoaminobiphenyl